ClC1=C(C(=N)N(C2CCCCC2)C2CCCCC2)C(=CC=C1)Cl 2,6-dichloro-N,N-dicyclohexylbenzamidine